(1S,2S,3S,6R,7R)-4-[(2S)-2-(2-chloro-2,2-difluoroacetamido)-3,3-dimethylbutyryl]-N-[(1S)-1-cyano-2-[(3S)-2-oxopyrrolidin-3-yl]ethyl]-4-azatricyclo[5.2.1.0{2,6}]decane-3-carboxamide ClC(C(=O)N[C@H](C(=O)N1[C@@H]([C@H]2[C@H]3CC[C@@H]([C@H]2C1)C3)C(=O)N[C@@H](C[C@H]3C(NCC3)=O)C#N)C(C)(C)C)(F)F